C(C1=CC=CC=C1)=O toluene-one